hexamethylenebisammonium dihydroxide [OH-].[OH-].[NH3+]CCCCCC[NH3+]